Br[Si]1(C[SiH](C1)CC)Br 1,1-dibromo-3-ethyl-1,3-disilacyclobutane